β-D-glucopyranosyl-12,13-dihydro-2,10-dihydroxy-6-[[2-hydroxy-1-(hydroxymethyl)ethyl]amino]-5H-indolo[2,3-a]pyrrolo[3,4-c]carbazole-5,7(6H)-dione [C@@H]1([C@H](O)[C@@H](O)[C@H](O)[C@H](O1)CO)C1=C(C=CC2=C1NC1=C2C2=C(C=3C4=CC=C(C=C4NC13)O)C(N(C2=O)NC(CO)CO)=O)O